3,7,13,17-Tetraoxanonadecanedioic acid di-tert-butyl ester C(C)(C)(C)OC(COCCCOCCCCCOCCCOCC(=O)OC(C)(C)C)=O